[N+](=O)([O-])C1=CC=C(C=C1)N1CC2CN(C(C1)C2)CC2CCN(CC2)C(=O)OC(C)(C)C tert-butyl 4-((3-(4-nitrophenyl)-3,6-diazabicyclo[3.2.1]octan-6-yl)methyl)piperidine-1-carboxylate